N-[(1S)-2-[4-(3,5-dimethyl-1H-pyrazol-4-yl)anilino]-1-[(1R)-6-[2-[(1R,4R)-2-oxa-5-azabicyclo[2.2.1]heptan-5-yl]-4-pyridyl]indan-1-yl]-2-oxo-ethyl]-1-fluoro-cyclopropanecarboxamide CC1=NNC(=C1C1=CC=C(NC([C@H]([C@@H]2CCC3=CC=C(C=C23)C2=CC(=NC=C2)N2[C@H]3CO[C@@H](C2)C3)NC(=O)C3(CC3)F)=O)C=C1)C